F[C@H]1[C@@H]([C@H]2CN([C@@]1(CC2)C)C)N(C2=CC=C(N=N2)C2=C(C=C(C=C2)N2C=NC=C2)O)C 2-(6-(((1R,4R,5R,6S)-6-fluoro-1,2-dimethyl-2-azabicyclo[2.2.2]octan-5-yl)(methyl)amino)pyridazin-3-yl)-5-(1H-imidazol-1-yl)phenol